p-phenylenediamine tetrafluoroborate F[B-](F)(F)F.C1(=CC=C(C=C1)N)N